5-chloro-2-(3-morpholinopyrrolidin-1-yl)pyridin-4-amine ClC=1C(=CC(=NC1)N1CC(CC1)N1CCOCC1)N